2-chloro-N-((1R,5S,6s)-3-(5-(3-cyano-6-(2-hydroxy-2-methylpropoxy)pyrazolo[1,5-a]pyridin-4-yl)pyridin-2-yl)-3-azabicyclo[3.1.0]hexan-6-yl)-6-fluorobenzenesulfonamide ClC1=C(C(=CC=C1)F)S(=O)(=O)NC1[C@@H]2CN(C[C@H]12)C1=NC=C(C=C1)C=1C=2N(C=C(C1)OCC(C)(C)O)N=CC2C#N